4-amino-2,6-dichloro-pyridine-3-carbonyl chloride NC1=C(C(=NC(=C1)Cl)Cl)C(=O)Cl